(2R*,6S*)-2,6-Dimethyltetrahydropyran-4-ol C[C@H]1O[C@H](CC(C1)O)C |o1:1,3|